CC1=CC=C(S1)C=1C(NC(NC1)=O)=O 5-(5-methylthiophen-2-yl)pyrimidine-2,4(1H,3H)-dione